undecyl 5-hydroxy-6-[(3-hydroxypropyl)amino]hexanoate OC(CCCC(=O)OCCCCCCCCCCC)CNCCCO